ClC1=C(C=C(C(=O)N2CC=3NC(N(C(C3C[C@H]2C)=O)C2=NN(C(=C2C)C(=O)OC)C)=S)C=C1)C(F)(F)F (R)-Methyl 3-(7-(4-chloro-3-(trifluoromethyl) benzoyl)-6-methyl-4-oxo-2-thioxo-1,2,5,6,7,8-hexahydropyrido[3,4-d]pyrimidin-3(4H)-yl)-1,4-dimethyl-1H-pyrazole-5-carboxylate